tert-butyl (S)-(1-(6-chloro-6'-(2-(dimethylamino)ethoxy)-[3,3'-bipyridin]-4-yl)piperidin-3-yl)carbamate ClC1=CC(=C(C=N1)C=1C=NC(=CC1)OCCN(C)C)N1C[C@H](CCC1)NC(OC(C)(C)C)=O